COC(=O)[C@@H]1N(C(CC1)=O)C(=O)OC(C)(C)C (R)-5-oxopyrrolidine-1,2-dicarboxylic acid 1-(tert-butyl) 2-methyl ester